1,4-dihydroxy-2-naphthaloyl-coa OC1=C(C=C(C2=CC=CC=C12)O)C(=O)SCCNC(CCNC([C@@H](C(COP(OP(OC[C@@H]1[C@H]([C@H]([C@@H](O1)N1C=NC=2C(N)=NC=NC12)O)OP(=O)(O)O)(=O)O)(=O)O)(C)C)O)=O)=O